tert-butyl (2R,6S)-4-[1-acetyl-4-fluoro-3-[(8-fluoro-2-methyl-imidazo[1,2-a]pyridin-6-yl)amino]indazol-6-yl]-2,6-dimethyl-piperazine-1-carboxylate C(C)(=O)N1N=C(C2=C(C=C(C=C12)N1C[C@H](N([C@H](C1)C)C(=O)OC(C)(C)C)C)F)NC=1C=C(C=2N(C1)C=C(N2)C)F